CC1(NC(N(C1=O)NC(=O)C1=CC(=NN1C1=CC=CC=C1)C1=CC=CC=C1)=O)C1=CC=CC=C1 N-(4-methyl-2,5-dioxo-4-phenylimidazolin-1-yl)-1,3-diphenyl-1H-pyrazol-5-yl-carboxamide